O1[C@@H](COCC1)COC=1N2CCC3=C(C2=C(C(C1)=O)C)C=CC(=C3)N3CC(C3)C(F)(F)F 4-[[(2S)-1,4-dioxan-2-yl]methoxy]-1-methyl-9-[3-(trifluoromethyl)azetidin-1-yl]-6,7-dihydrobenzo[a]quinolizin-2-one